C(C(=O)[O-])(=O)OCC(CCCC)(C)C dl-2,2-dimethylhexyl oxalate